FC=1C(=C(C=CC1C(=O)N1CCCC1)NC1=C2C(=NC(=C1)NC(=O)C1CC1)NN(C2=O)C)OC N-(4-((3-fluoro-2-methoxy-4-(pyrrolidine-1-carbonyl)phenyl)amino)-2-methyl-3-oxo-2,3-dihydro-1H-pyrazolo[3,4-b]pyridin-6-yl)cyclopropanecarboxamide